2-bromo-N1-(naphthalen-1-yl)-N3,N3-di(naphthalen-2-yl)-N1-phenylbenzene-1,3-diamine BrC1=C(C=CC=C1N(C1=CC2=CC=CC=C2C=C1)C1=CC2=CC=CC=C2C=C1)N(C1=CC=CC=C1)C1=CC=CC2=CC=CC=C12